O=C1N(C(C2=CC=CC=C12)=O)CC(=O)O 2-(1,3-Dioxoisoindolin-2-yl)acetic acid